NC1=NC=C2C(=N1)N(C(N(C2)C2=C(C=CC=C2C)Cl)=O)C2CN(C2)C 7-amino-3-(2-chloro-6-methyl-phenyl)-1-(1-methylazetidin-3-yl)-4H-pyrimido[4,5-d]pyrimidin-2-one